CC(C)(C1CC(C(CC1)C(=O)O)C(=O)O)C1CC(C(CC1)C(=O)O)C(=O)O 4,4'-(2,2-propylene)bis(cyclohexane-1,2-dicarboxylic acid)